NC1=C(C=2N(C=C1)N=CC2C(=O)OCC)OC Ethyl 5-amino-4-methoxypyrazolo[1,5-a]pyridine-3-carboxylate